COC(CCC(=CCCC(C=C)C)C)OC 10,10-dimethoxy-3,7-dimethyldec-1,6-diene